4-(benzo[d]thiazol-5-yloxy)-3-methylaniline S1C=NC2=C1C=CC(=C2)OC2=C(C=C(N)C=C2)C